N-(3-(2'-(cyclopropylamino)-7'-oxo-5'H-spiro[cyclopropane-1,8'-pyrido[4,3-d]pyrimidine]-6'(7'H)-yl)-4-methylphenyl)-3,5-difluorobenzamide C1(CC1)NC=1N=CC2=C(N1)C1(C(N(C2)C=2C=C(C=CC2C)NC(C2=CC(=CC(=C2)F)F)=O)=O)CC1